NC1=C(N=CC2=C(C(=CC=C12)F)C=1C(=NC=CC1)C)C(=O)NCCC 4-amino-7-fluoro-8-(2-methylpyridin-3-yl)-N-propylisoquinoline-3-carboxamide